C1(CC12COC2)C(=O)O 5-oxaspiro[2.3]hexane-carboxylic acid